tert-butyl {2-[3-bromo-5-(trifluoromethyl)-1H-pyrazolo[3,4-c]pyridin-7-yl]propyl}carbamate BrC1=NNC2=C(N=C(C=C21)C(F)(F)F)C(CNC(OC(C)(C)C)=O)C